C(#N)C1(CC1)NC(=O)C1=C(C=C2CCN3C(C2=C1)=C(C=C3C(=O)N3[C@](CCC3)([C@@H](C(F)(F)F)O)C)C=3SC=CC3)OC N-(1-cyanocyclopropyl)-8-methoxy-3-[(2R)-2-methyl-2-[(1S)-2,2,2-trifluoro-1-hydroxy-ethyl]pyrrolidine-1-carbonyl]-1-(2-thienyl)-5,6-dihydropyrrolo[2,1-a]isoquinoline-9-carboxamide